BrC1=C(C=C(C(=C1Br)O)O)C1CC(=NN1)C1=CC=C(C=C1)OC1=CC=C(C=C1)OCC 5-(2,3-dibromo-4,5-dihydroxyphenyl)-3-(4-(4-ethoxyphenoxy)phenyl)-4,5-dihydro-1H-pyrazol